tert-butyl (1R,5S,6r)-6-[(4-methyl-1,3-thiazol-2-yl)carbonyl]-3-azabicyclo[3.1.0]hexane-3-carboxylate CC=1N=C(SC1)C(=O)C1[C@H]2CN(C[C@@H]12)C(=O)OC(C)(C)C